NC=1C(C(=C(C(C1N)=O)N)N)=O 2,3,5,6-tetra(amino)p-benzoquinone